ClC1=NC(=C2N=CN(C2=N1)C)C1=CC=C(C=C1)OC(F)(F)F 2-Chloro-9-methyl-6-(4-(trifluoromethoxy)phenyl)-9H-purine